FC(C1(CC1)C(=O)NC=1C=CC(=NC1)C=1N=NN(C1NC(O[C@H](C)C=1C(=NC=CC1)Cl)=O)C)F.[P].[K] Potassium phosphorus (R)-1-(2-chloropyridin-3-yl)ethyl (4-(5-(1-(difluoromethyl)cyclopropane-1-carboxamido)pyridin-2-yl)-1-methyl-1H-1,2,3-triazol-5-yl)carbamate